N,N-dimethyl-N-propyl-N-hexylammonium C[N+](CCCCCC)(CCC)C